FC=1C=C(CN(C(C2=C(C=CC=C2)S(=O)(=O)NC=2C=NC=CC2OC)=O)C)C=CC1F N-(3,4-difluorobenzyl)-N-methyl-2-{[(4-methoxypyridin-3-yl)amino]sulfonyl}benzamide